ClC1=C(C=CC=2C(C(SC21)(F)F)(F)F)OC=2C=C(C#N)C=C(C2)F 3-[(7-chloro-2,2,3,3-tetrafluoro-2,3-dihydro-1-benzothiophen-6-yl)oxy]5-fluorobenzonitrile